(1s,4s)-N-(3-cyano-4-ethylphenyl)-4-(5-methyl-2-oxo-1,2-dihydroquinazolin-3(4H)-yl)cyclohexanecarboxamide C(#N)C=1C=C(C=CC1CC)NC(=O)C1CCC(CC1)N1C(NC2=CC=CC(=C2C1)C)=O